C(#N)/C(/C(=O)OCC1CCOCC1)=C\C1=CN(C2=NC=CC=C21)CC2=CC(=CC=C2)C(F)(F)F (tetrahydro-2H-pyran-4-yl)methyl (E)-2-cyano-3-(1-(3-(trifluoromethyl)benzyl)-1H-pyrrolo[2,3-b]pyridin-3-yl)acrylate